FC(OC1=CC=C(C=C1)NC(N)=O)(F)F N'-[4-(trifluoromethoxy)phenyl]urea